tert-butyl 2-((methyl(N-methylsulfamoyl)amino)methyl)-7,8-dihydro-4H-pyrazolo[1,5-a][1,4]diazepine-5(6H)-carboxylate CN(S(NC)(=O)=O)CC1=NN2C(CN(CCC2)C(=O)OC(C)(C)C)=C1